FC1=C(OC2=C(C(=C(C=C2)NC(=O)C=2N=C(SC2)C2=CN=NC=C2)OCCNC)C(F)(F)F)C=CC=C1 N-(4-(2-fluorophenoxy)-2-(2-(methylamino)ethoxy)-3-(trifluoromethyl)phenyl)-2-(pyridazin-4-yl)thiazole-4-carboxamide